4-(methylthio)-2-(prop-1-en-2-yl)pyridin-3-amine CSC1=C(C(=NC=C1)C(=C)C)N